C(C=C)(=O)N(CC(=O)OC(C)(C)C)C tert-butyl N-acryloyl-N-methylglycinate